C(#C)C=1SC=C(N1)C(=O)N(C1C(N(CC1)CC(F)(F)F)=O)C1=CC(=C(C=C1)F)OC 2-Ethynyl-N-(4-fluoro-3-methoxyphenyl)-N-(2-oxo-1-(2,2,2-trifluoroethyl)pyrrolidin-3-yl)thiazole-4-carboxamide